CC1(OC[C@H](O1)C1=CC=C(C=N1)NC(=O)[C@@H]1O[C@]([C@H]([C@H]1C1=C(C(=C(C=C1)F)C)OC)C)(C(F)(F)F)C)C |o1:15,17,18,19| rel-(2R,3S,4S,5R)-N-(6-((R)-2,2-dimethyl-1,3-dioxolan-4-yl)pyridin-3-yl)-3-(4-fluoro-2-methoxy-3-methylphenyl)-4,5-dimethyl-5-(trifluoromethyl)tetrahydrofuran-2-carboxamide